CN1C=NC=C1N1C=NC2=CC=CC=C2C1=O 3-(1-methyl-1H-imidazol-5-yl)-4-oxo-3,4-dihydroquinazolin